N-(3-(3,3-dimethyl-1-(4-methyl-4H-1,2,4-triazol-3-yl)cyclobutyl)phenyl)-5-((isobutylamino)methyl)-2-oxo-1-(2,2,2-trifluoroethyl)-1,2-dihydropyridine-3-carboxamide CC1(CC(C1)(C1=NN=CN1C)C=1C=C(C=CC1)NC(=O)C=1C(N(C=C(C1)CNCC(C)C)CC(F)(F)F)=O)C